C1[C@@H](N=C(S1)C2=NC3=C(S2)C=C(C=C3)OS(=O)(=O)[O-])C(=O)[O-] The molecule is the conjugate base of firefly sulfoluciferin; major species at pH 7.3. It is an aryl sulfate oxoanion and a monocarboxylic acid anion. It is a conjugate base of a firefly sulfoluciferin. It is an enantiomer of a firefly L-sulfoluciferin(2-).